2-((1,1,1-trifluoropropan-2-yl)oxy)benzoate FC(C(C)OC1=C(C(=O)[O-])C=CC=C1)(F)F